isoquinoline-1-carboxylic acid {4-[2-((S)-2-amino-4,5-dihydro-oxazol-4-yl)-ethyl]-phenyl}-amide NC=1OC[C@@H](N1)CCC1=CC=C(C=C1)NC(=O)C1=NC=CC2=CC=CC=C12